(3-ethoxy)trimethylolpropane triacrylate C(C=C)(=O)O.C(C=C)(=O)O.C(C=C)(=O)O.C(C)OCCC(CO)(CO)CO